(2S,5R,6R)-3,3-dimethyl-6-((R)-2-amino-2-(4-hydroxyphenyl)acetamido)-7-oxo-4-thia-1-azabicyclo[3.2.0]Heptane-2-carboxylic acid 4-oxide CC1([C@@H](N2C([C@H]([C@H]2S1=O)NC([C@@H](C1=CC=C(C=C1)O)N)=O)=O)C(=O)O)C